Cl.O1C=CC2=C1C=C(C=C2)C[C@@H](CC)NC (R)-1-(benzofuran-6-yl)-N-methylbutan-2-amine hydrochloride